The molecule is an eighteen-membered homodetic cyclic peptide which is isolated from Oscillatoria sp. and exhibits antimalarial activity against the W2 chloroquine-resistant strain of the malarial parasite, Plasmodium falciparum. It has a role as a metabolite and an antimalarial. It is a homodetic cyclic peptide, a macrocycle, a member of 1,3-oxazoles and a member of 1,3-thiazoles. C[C@@H]1C2=NC(=C(O2)C)C(=O)N[C@@H](C3=NC(=CS3)C(=O)N[C@@H](C4=NC(=CS4)C(=O)N1)C(C)C)C